OC[C@H](C)N1C=NC2=C(C1=O)C=C(N=C2N2C=NC=C2)C2=CC=C(C=C2)OC(F)(F)F (S)-3-(1-hydroxy-prop-2-yl)-8-(1H-imidazol-1-yl)-6-(4-(trifluoromethoxy)phenyl)pyrido[3,4-d]pyrimidin-4(3H)-one